cis-4-fluoro-5-((5-(3-((1-isopropyl-1H-pyrazol-4-yl)oxy)cyclopentyl)-1H-pyrazol-3-yl)amino)-2,3-dihydrobenzo[d]isothiazole 1,1-dioxide FC1=C(C=CC2=C1CNS2(=O)=O)NC2=NNC(=C2)[C@@H]2C[C@@H](CC2)OC=2C=NN(C2)C(C)C